boc-(R)-γ-(4-chlorobenzyl)-L-proline C(=O)(OC(C)(C)C)N1[C@H](CC(C1)CC1=CC=C(C=C1)Cl)C(=O)O